1-bromo-2-chloro-4-methylsulfanyl-methyl-benzene methyl-3,4-diamino-5-methoxy-benzoate COC(C1=CC(=C(C(=C1)OC)N)N)=O.BrC1=C(C(=C(C=C1)SC)C)Cl